CN(C1=CC=[N+](C=C1)C(=O)[N-]S(=O)(=O)C1=CC=CC=C1)C (4-(dimethylamino)pyridin-1-ium-1-carbonyl)(phenylsulfonyl)amide